1-((6-Oxo-6-(((3R,4S,5R,6R)-3,4,5-Tris(benzyloxy)-6-((benzyloxy)methyl)tetrahydro-2H-pyran-2-yl)oxy)hex-1-en-2-yl)oxy)pyridin O=C(CCCC(=C)ON1CC=CC=C1)OC1O[C@@H]([C@H]([C@@H]([C@H]1OCC1=CC=CC=C1)OCC1=CC=CC=C1)OCC1=CC=CC=C1)COCC1=CC=CC=C1